OC(CN(CCCSSCCN1CCN(CC1)CCOC(CCCCN(CC(CCCCC(=O)OCCCC)O)CC(CCCCC(=O)OCCCC)O)=O)CC(CCCCC(OC(C)C)=O)O)CCCCC(=O)OC(C)C Dibutyl 7,7'-((5-(2-(4-(2-((3-(bis(2-hydroxy-7-isopropoxy-7-oxoheptyl)amino)propyl)-disulfaneyl)ethyl)piperazin-1-yl)ethoxy)-5-oxopentyl)azanediyl)bis(6-hydroxyheptanoate)